C(C)(C)(C)C1=NN(C(=C1)C(=O)N)C1CC1 3-(tert-butyl)-1-cyclopropyl-1H-pyrazole-5-carboxamide